potassium hydriodide I.[K]